C1(CC1)C1=CN=C2C(=N1)N(N=C2N)C2CCC(CC2)(F)F 6-cyclopropyl-1-(4,4-difluorocyclohexyl)-1H-pyrazolo[3,4-b]pyrazin-3-amine